4-(7-fluoro-1H-pyrrolo[3,2-c]pyridin-4-yl)-3,6-dihydropyridine-1(2H)-carboxylic acid tert-butyl ester C(C)(C)(C)OC(=O)N1CCC(=CC1)C1=NC=C(C2=C1C=CN2)F